C(C)OCCN1[C@@H]([C@@H](CCC1)C1=CC=2C(=NC=CC2NC=2C=CC3=C(N=CS3)C2)S1)C N-(2-((2R,3R)-1-(2-ethoxyethyl)-2-methylpiperidin-3-yl)thieno[2,3-b]pyridin-4-yl)benzo[d]thiazol-5-amine